rel-5-[(1R,6S)-5-[(7-ethyl-6-oxo-5H-1,5-naphthyridin-3-yl)methyl]-2,5-diAzabicyclo[4.1.0]Hept-2-yl]N-methylpyridine-2-carboxamide C(C)C=1C(NC=2C=C(C=NC2C1)CN1CCN([C@@H]2C[C@H]12)C=1C=CC(=NC1)C(=O)NC)=O |o1:17,19|